vinyladenine C(=C)C1=NC(=C2NC=NC2=N1)N